FC=1C=C2C(=NNC2=CC1OCCOC)C1=CC(=NO1)C=1C=CC(=NC1)C(=O)N1[C@H](CC1)C(C)(C)O (5-{5-[5-Fluoro-6-(2-methoxy-ethoxy)-1H-indazol-3-yl]-isoxazol-3-yl}-pyridin-2-yl)-[(R)-2-(1-hydroxy-1-methyl-ethyl)-azetidin-1-yl]-methanone